FC=1C=C(C=NC1O)N1N=C2N(C1=O)C(CC2)C2=CC=CC=C2 (5-fluoro-6-hydroxypyridin-3-yl)-5-phenyl-2,5,6,7-tetrahydro-3H-pyrrolo[2,1-c][1,2,4]triazol-3-one